SCCCCCCCC[Si](OC)(OC)OC mercaptooctyl-trimethoxysilane